[4-[[tertbutyl(diphenyl)silyl]oxymethyl]cyclohexyl]methyl methanesulfonate CS(=O)(=O)OCC1CCC(CC1)CO[Si](C1=CC=CC=C1)(C1=CC=CC=C1)C(C)(C)C